(3,4-dihydroisoquinolin-2(1H)-yl)ethanamine C1N(CCC2=CC=CC=C12)C(C)N